Dichloro-Fluorobenzonitrile ClC1=C(C(=C(C#N)C=C1)F)Cl